7-(4-methanesulfonylphenyl)-N-(3,4,5-trimethoxyphenyl)quinazolin-2-amine CS(=O)(=O)C1=CC=C(C=C1)C1=CC=C2C=NC(=NC2=C1)NC1=CC(=C(C(=C1)OC)OC)OC